({[(3-bromo-2-iodophenyl)methyl]dioxo-λ6-sulfanyl}oxy)sodium BrC=1C(=C(C=CC1)CS(O[Na])(=O)=O)I